(1-(6-(1,1-difluoroethyl)pyridin-2-yl)-3-(6-ethyl-3,6-diazabicyclo[3.1.1]hept-3-yl)-1H-pyrazolo[4,3-c]pyridin-6-yl)acetamide FC(C)(F)C1=CC=CC(=N1)N1N=C(C=2C=NC(=CC21)CC(=O)N)N2CC1N(C(C2)C1)CC